(3,5-dichloro-4-((1-oxo-2-(pyridin-4-ylmethyl)-1,2,3,4-tetrahydroisoquinolin-6-yl)oxy)phenyl)-1,2,4-triazine-3,5(2H,4H)-dione ClC=1C=C(C=C(C1OC=1C=C2CCN(C(C2=CC1)=O)CC1=CC=NC=C1)Cl)N1N=CC(NC1=O)=O